BrC1=C2N=C(C(=NC2=CC(=C1)C)C(=O)N)O 5-bromo-3-hydroxy-7-methylquinoxaline-2-carboxamide